5-(difluoromethyl)-2-(p-tolyl)pyridine FC(C=1C=CC(=NC1)C1=CC=C(C=C1)C)F